benzophenone pyrophosphate OP(O)(=O)OP(=O)(O)O.C(C1=CC=CC=C1)(=O)C1=CC=CC=C1